1-(4-bromophenyl)-5-(trifluoromethyl)-1H-tetrazole BrC1=CC=C(C=C1)N1N=NN=C1C(F)(F)F